dichlorobis(4-methyl-isopropylphenyl)ruthenium (II) Cl[Ru-2](C1=C(C=C(C=C1)C)C(C)C)(C1=C(C=C(C=C1)C)C(C)C)Cl